O[C@]1(C(CO)=O)CC[C@H]2[C@@H]3CCC4=CC(C=C[C@]4(C)[C@H]3C(C[C@]12C)=O)=O 17,21-dihydroxypregna-1,4-diene-3,11,20-trione